2,4-dichloro-nitropyridine ClC1=NC=CC(=C1[N+](=O)[O-])Cl